1-methyl-5-(2-methyl-4-(6-(trifluoromethyl)quinazolin-2-yl)phenyl)-4,5-dihydropyrrolo[3,4-c]pyrazol-6(1H)-one CN1N=CC2=C1C(N(C2)C2=C(C=C(C=C2)C2=NC1=CC=C(C=C1C=N2)C(F)(F)F)C)=O